FC=1C(=NC=C(C1)OCC1(CC1)F)NC=1C2=C(N=CN1)C=CC(=N2)N2[C@@H]1CN([C@H](C2)C1)C(=O)OC(C)(C)C tert-Butyl (1S,4S)-5-[4-[[3-fluoro-5-[(1-fluorocyclopropyl)methoxy]-2-pyridyl]amino]pyrido[3,2-d]pyrimidin-6-yl]-2,5-diazabicyclo[2.2.1]heptane-2-carboxylate